BrC=1C=CC=2N(C1)C(=C(N2)CC(F)(F)F)NC=2SC=C(N2)C2=CC=C(C=C2)Cl [6-Bromo-2-(2,2,2-trifluoro-ethyl)-imidazo[1,2-a]pyridin-3-yl]-[4-(4-chloro-phenyl)-thiazol-2-yl]-amine